CC=1N=CC2=CC=C(C=C2C1OC1CN(C1)C)C1=CN=CS1 5-(3-methyl-4-((1-methylazetidin-3-yl)oxy)isoquinolin-6-yl)thiazole